[2-(methylamino)-7-oxo-4-(prop-2-yl)-6h,7h-thieno[2,3-d]pyridazin-6-yl]-N-(pyrimidin-2-yl)cyclopropane-1-carboxamide CNC1=CC2=C(C(N(N=C2C(C)C)C2(CC2)C(=O)NC2=NC=CC=N2)=O)S1